Tert-Butyl 3-methyl-5-oxo-5H-spiro[furo[3,4-b]pyridine-7,4'-piperidine]-1'-carboxylate CC=1C=C2C(=NC1)C1(CCN(CC1)C(=O)OC(C)(C)C)OC2=O